CN1N=CC(=C1)C1=CC=C(S1)CCNC(C1=C(C=CC=C1)C(F)(F)F)=O N-(2-(5-(1-methyl-1H-pyrazol-4-yl)thiophene-2-yl)ethyl)-2-(trifluoromethyl)benzamide